BrC1=CC=CC(=N1)CN(C(OC(C)(C)C)=O)C tert-butyl ((6-bromopyridin-2-yl)methyl)(methyl)carbamate